C1(=CC=CC=C1)N(C(NCC1CCC(CC1)COCC(=O)O)=O)C1=CC(=CC=C1)C(F)(F)F 2-(((1r,4r)-4-((3-phenyl-3-(3-(trifluoromethyl)phenyl)ureido)methyl)cyclohexyl)methoxy)acetic acid